Ethyl-cyano-6-methyl-2-oxo-1,2-dihydropyridine-4-carboxylate C(C)OC(=O)C1=CC(N(C(=C1)C)C#N)=O